ClC1=CC(=C(OC=2N=NC(=C(C2C(=O)NC2=CC(=CC=C2)S(=O)(=N)C)C)C(F)(F)F)C=C1)OC 3-(4-chloro-2-methoxyphenoxy)-5-methyl-N-(3-(S-methylsulfonimidoyl)phenyl)-6-(trifluoromethyl)pyridazine-4-carboxamide